ClC1=C(C2=C(S1)C1(C[C@@H](N(CC1)C(=O)OC(C)(C)C)C)OCC2)I tert-Butyl (2'S)-2-chloro-3-iodo-2'-methyl-spiro[4,5-dihydrothieno[2,3-c]pyran-7,4'-piperidine]-1'-carboxylate